OC1=CC=C2C(=CNC2=C1)C=O 6-HYDROXYINDOLE-3-CARBOXALDEHYDE